NC1(CC2(CCN(C2)C2=NC=NC=C2OC2=C(C(=O)N(C(C)C)C(C)C)C=C(C=C2)F)CC1)CC1=CC=C(C=C1)C#N 2-((4-(7-amino-7-(4-cyanobenzyl)-2-azaspiro[4.4]non-2-yl)pyrimidin-5-yl)oxy)-5-fluoro-N,N-diisopropylbenzamide